C(C)OC(=O)[C@H]1[C@@H](CCC1)N.FC(C1=C(CC2C(N(CCC2)C2=NC(=NN2COCC[Si](C)(C)C)C2=CN=NC=C2)=O)C=CC(=C1)F)F 3-(2-(difluoromethyl)-4-fluorobenzyl)-1-(3-(pyridazin-4-yl)-1-((2-(trimethylsilyl)ethoxy)methyl)-1H-1,2,4-triazol-5-yl)piperidin-2-one ethyl-(1R,2R)-2-aminocyclopentane-1-carboxylate